FC1(CCN(CC1)C=1C=C(N)C=C(C1)F)F 3-(4,4-difluoropiperidin-1-yl)-5-fluoroaniline